ClC=1C=C(C=CC1C(=O)N1CCN(CC1)C(=O)[C@H]1[N+](CCOC1)(C)C)NC(=O)C=1N(C=CN1)C N-[3-chloro-4-[4-[(3S)-4,4-dimethylmorpholin-4-ium-3-carbonyl]piperazine-1-carbonyl]phenyl]-1-methyl-imidazole-2-carboxamide